O=C1NC(CCC1N1C(C2=CC=C(C=C2C1=O)NCCCC1CC(C1)N1N=CC(=C1)N1CCOCC1)=O)=O 2-(2,6-dioxopiperidin-3-yl)-5-((3-(3-(4-morpholino-1H-pyrazol-1-yl)cyclobutyl)propyl)amino)isoindoline-1,3-dione